CC=1C=C(C(=NC1)C1=NN=C(C2=CC=CC=C12)N[C@H]1CN(CCC1)C)O 5-methyl-2-[4-[[(3R)-1-methyl-3-piperidinyl]amino]phthalazin-1-yl]pyridin-3-ol